(5-(benzyloxy)naphthalen-2-yl)(1-(cyclopropylmethyl)piperidin-3-yl)methanone C(C1=CC=CC=C1)OC1=C2C=CC(=CC2=CC=C1)C(=O)C1CN(CCC1)CC1CC1